(1-((trans)-2-((2-(2,6-dioxopiperidin-3-yl)-1-oxoisoindolin-5-yl)oxy)cyclohexyl)azetidin-3-yl)-5-fluorobenzonitrile O=C1NC(CCC1N1C(C2=CC=C(C=C2C1)O[C@H]1[C@@H](CCCC1)N1CC(C1)C1=C(C#N)C=C(C=C1)F)=O)=O